ClC=1C=C2C3=C(NC2=CC1)CN(CC3C(=O)OC)C=3SC1=C(N3)C=CC(=C1)Cl methyl 6-chloro-2-(6-chlorobenzo[d]thiazol-2-yl)-2,3,4,9-tetrahydro-1H-pyrido[3,4-b]indole-4-carboxylate